(3-bromophenyl)({5-[3-(dimethylamino)propyl]-2-oxo-4-(trifluoromethyl)pyridin-1-yl})acetic acid BrC=1C=C(C=CC1)C(C(=O)O)N1C(C=C(C(=C1)CCCN(C)C)C(F)(F)F)=O